ClC1=C(C=CC(=C1)OCCN1CCCC1)C=1N(C2=NC=NC(=C2N1)OC1(CC1)C)CC=1SC(=CN1)C 2-((8-(2-chloro-4-(2-(pyrrolidin-1-yl)ethoxy)phenyl)-6-(1-methylcyclopropoxy)-9H-purin-9-yl)methyl)-5-methylthiazole